BrC=1C=CC2=[N+](ON=C2C1)[O-] 4-bromo-9-oxido-8-oxa-7,9-diazabicyclo[4.3.0]nona-1(9),2,4,6-tetraene